3,6-bis(4-phenylphenyl)-9-[4-phenyl-2-(4,4,5,5-tetramethyl-1,3,2-dioxaborolan-2-yl)phenyl]carbazole C1(=CC=CC=C1)C1=CC=C(C=C1)C=1C=CC=2N(C3=CC=C(C=C3C2C1)C1=CC=C(C=C1)C1=CC=CC=C1)C1=C(C=C(C=C1)C1=CC=CC=C1)B1OC(C(O1)(C)C)(C)C